(3-amino-4-(piperidin-1-yl)phenyl)-1-morpholinoethane-1-one dihydrochloride Cl.Cl.NC=1C=C(C=CC1N1CCCCC1)CC(=O)N1CCOCC1